n-butyl-butoxide C(CCC)C([O-])CCC